CC1=NOC(=C1C=1C=C2C(=NN(C2=CC1)C1OCCCC1)NC1=CC=C(C=C1)F)C 5-(3,5-dimethylisoxazol-4-yl)-N-(4-fluorophenyl)-1-(tetrahydro-2H-pyran-2-yl)-1H-indazol-3-amine